ClC1=C(C2=C(N=C1Cl)N(C=C2)C)C(=O)OC methyl 5,6-dichloro-1-methyl-1H-pyrrolo[2,3-b]pyridine-4-carboxylate